C(C)N1C[C@@H](C[C@@H](C1)F)NC(OC(C)(C)C)=O tert-butyl N-[(3R,5S)-1-ethyl-5-fluoro-3-piperidyl]carbamate